Cl.Cl.CC1=CN=C(N=N1)NC1CC(CC1)N N1-(6-methyl-1,2,4-triazin-3-yl)cyclopentane-1,3-diamine 2HCl